NCN(C1=CC=CC=C1)CC1=CC=CC=C1 (aminomethyl)-N-benzylaniline